N1=C2C(=C(C=C1)C1=CC=C(C=C1)NC([C@H](C(C1=CC=CC=C1)C1=CC=CC=C1)NC(=O)C1=CC=NN1C)=O)CCC2 (S)-N-(1-((4-(6,7-dihydro-5H-cyclopenta[b]pyridin-4-yl)phenyl)amino)-1-oxo-3,3-diphenylpropan-2-yl)-1-methyl-1H-pyrazole-5-carboxamide